tert-butyl 4-(6-(2-methoxyethoxy)pyrazolo[1,5-a]pyridin-3-yl)piperidine-1-carboxylate COCCOC=1C=CC=2N(C1)N=CC2C2CCN(CC2)C(=O)OC(C)(C)C